C(C)OC=1C=C(C=O)C=CC1OCCC=C(CC=C)C 3-ethoxy-4-((4-methylhept-3,6-dien-1-yl)oxy)benzaldehyde